2,3-diamino-furo[2,3-c]pyridine NC1=C(C=2C(=CN=CC2)O1)N